(3S)-3-(6-Methoxypyridin-3-yl)-3-(3-methyl-2-oxo-3-(5-oxohexyl)azetidin-1-yl)propionic acid Ethyl ester C(C)OC(C[C@H](N1C(C(C1)(CCCCC(C)=O)C)=O)C=1C=NC(=CC1)OC)=O